BrN(Br)Br tribromoamine